sodium dithio-dipropanesulfonate C(CCSSCCCS(=O)(=O)[O-])S(=O)(=O)[O-].[Na+].[Na+]